(2-(1,4-dioxa-8-azaspiro[4.5]decan-8-yl)thiazol-4-yl)methanol O1CCOC12CCN(CC2)C=2SC=C(N2)CO